di(aminophenylvinyl)benzene NC(=CC1=C(C=CC=C1)C=C(N)C1=CC=CC=C1)C1=CC=CC=C1